C(C)(C)(C)OC(=O)N1CCC(CC1)S(NC1CCN(CC1)C(C1=C(C=C(C=C1)NC(=O)C=1N(C(=CN1)C1=C(C(=C(C=C1)OC)F)F)C)Cl)=O)(=O)=O.C(=O)O formic acid tert-Butyl-4-(N-(1-(2-chloro-4-(5-(2,3-difluoro-4-methoxyphenyl)-1-methyl-1H-imidazole-2-carboxamido)benzoyl)piperidin-4-yl)sulfamoyl)piperidine-1-carboxylate